sodium oxyoxide O=O.[Na]